CC1=C2C=C(C(NC2=CC=C1)=O)C(F)(F)F 5-methyl-3-(trifluoromethyl)-1H-quinolin-2-one